C1(CCCCCCC1)C(NC(=O)C=1N(N=CC1)CC)C1=NC2=C(N1)C=CC(=C2F)C2=C(C=CC=C2)S(=O)(=O)C N-(cyclooctyl-{4-fluoro-5-[2-(methylsulfonyl)phenyl]-1H-benzimidazol-2-yl}methyl)-2-ethylpyrazole-3-carboxamide